C(C)(C)(C)N(C(O)=O)C1=CC(=NC=C1C1=NN(C=C1)C)NC(C)=O.FC1=CC=C(C=C1)CC(=O)NC1=NC=CC(=C1)C1=C(C=2N=NC=CC2N1)C1=NC=CC=C1 2-(4-fluorophenyl)-N-{4-[7-(pyridin-2-yl)-5H-pyrrolo[3,2-c]pyridazin-6-yl]pyridin-2-yl}acetamide tert-butyl-(2-acetamido-5-(1-methyl-1H-pyrazol-3-yl)pyridin-4-yl)carbamate